(S)-Methyl 2-amino-3-(1-(2-fluoroethyl)-1H-1,2,3-triazol-4-yl)propanoate N[C@H](C(=O)OC)CC=1N=NN(C1)CCF